2-(1-Ethyl-1H-indol-2-yl)-3-methyl-3H-imidazo[4,5-b]pyridine-6-carboxylic acid, lithium salt [Li+].C(C)N1C(=CC2=CC=CC=C12)C1=NC=2C(=NC=C(C2)C(=O)[O-])N1C